3,5-dihydroxypropylbenzene OCCCC1=CC=CC(=C1)O